1,3-diamino-3-methylbutane NCCC(C)(C)N